(1R*,5S*)-(2RS)-N-(benzo[d]oxazol-5-ylmethyl)-N-(4,4-difluorocyclohexyl)-3-tosyl-3-azabicyclo[3.1.0]hexane-2-carboxamide O1C=NC2=C1C=CC(=C2)CN(C(=O)[C@H]2[C@@H]1C[C@@H]1CN2S(=O)(=O)C2=CC=C(C)C=C2)C2CCC(CC2)(F)F |&1:13,o1:14,16|